boron carbane C.[B]